ClC=1C=C(C=CC1)C1=NSC(=N1)C=1C=CC(N(N1)CC1=NC(=NO1)C=1C=NC=CC1)=O 6-(3-(3-chlorophenyl)-1,2,4-thiadiazol-5-yl)-2-((3-(pyridin-3-yl)-1,2,4-oxadiazol-5-yl)-methyl)pyridazin-3(2H)-one